N1=CC=C2N1N=C(C=C2)CC(=O)O 2-pyrazolo[1,5-b]pyridazin-6-ylacetic acid